N1=C(N=C(C=C1)O)O pyrimidine-2,4-diol